1-(3,4-dihydroxyphenyl)-1-decene-3,5-dione OC=1C=C(C=CC1O)C=CC(CC(CCCCC)=O)=O